[Cl-].C(CCCCCCCCCCCCCCCCC)CN(C)C octadecyl-trimethylamine chloride